tert-butyl 3-[hydroxy(nonoxy)phosphoryl]oxypyrrolidine-1-carboxylate OP(=O)(OCCCCCCCCC)OC1CN(CC1)C(=O)OC(C)(C)C